(2E)-4-(tert-butylamino)-N-{2-cyano-4-[8-(1,6-dimethyl-1H-indazol-5-yl)indolizine-3-carbonyl]phenyl}but-2-enamide C(C)(C)(C)NC/C=C/C(=O)NC1=C(C=C(C=C1)C(=O)C1=CC=C2C(=CC=CN12)C=1C=C2C=NN(C2=CC1C)C)C#N